Tert-butyl ((exo)-8-(3-bromo-4-cyano-1H-pyrazolo[3,4-d]pyrimidin-6-yl)-8-azabicyclo[3.2.1]octan-3-yl)carbamate BrC1=NNC2=NC(=NC(=C21)C#N)N2C1CC(CC2CC1)NC(OC(C)(C)C)=O